C1(C(CCCC1)C(=O)OCC1CO1)C(=O)OCC1CO1 diglycidyl 1,2-cyclohexane-dicarboxylate